6-(6-(benzyloxy)-5-fluoropyridin-3-yl)-2,2-difluoro-7-((5-methoxy-7-methyl-1H-indol-4-yl)methyl)-7-azaspiro[3.5]nonane C(C1=CC=CC=C1)OC1=C(C=C(C=N1)C1CC2(CC(C2)(F)F)CCN1CC1=C2C=CNC2=C(C=C1OC)C)F